4-oxo-2-phenyl-4H-chromen-7,8-diylbis(methylcarbamate) O=C1C=C(OC2=C(C(=CC=C12)N(C([O-])=O)C)N(C([O-])=O)C)C1=CC=CC=C1